P(=O)([O-])([O-])[O-].[V+5].[Cr+3].[Na+].P(=O)([O-])([O-])[O-].P(=O)([O-])([O-])[O-] Sodium Chromium Vanadium Phosphate